2,3,4,5-tetrafluoro-N,N-dimethyl-6-(2,2,2-trifluoro-1-hydroxy-1-phenylethyl)benzenesulfonamide FC1=C(C(=C(C(=C1F)F)F)C(C(F)(F)F)(C1=CC=CC=C1)O)S(=O)(=O)N(C)C